BrC=1C(=C(C=CC1)N1N=C(C=C1)C)F 1-(3-bromo-2-fluorophenyl)-3-methyl-1H-pyrazole